FC(F)(F)C1=NN(C(=C1)O)C1=NC(=C(N=C1C)C)C (trifluoromethyl)-1-(3,5,6-trimethylpyrazin-2-yl)-1H-pyrazol-5-ol